N-(2-(pyridin-4-ylmethoxy)-4-(4,4,5,5-tetramethyl-1,3,2-dioxaborolan-2-yl)phenyl)ethanesulfonamide N1=CC=C(C=C1)COC1=C(C=CC(=C1)B1OC(C(O1)(C)C)(C)C)NS(=O)(=O)CC